C(C)N1C[C@@H](CCC1)NC1=C2C(=C(N=N1)C1=C(C=C(C=C1)C(F)(F)F)OC)N(C=C2)C N-[(3R)-1-ethyl-3-piperidinyl]-7-[2-methoxy-4-(trifluoromethyl)phenyl]-1-methyl-pyrrolo[2,3-d]pyridazin-4-amine